2-[1-[2-[[1-[2-(4-methylpiperazin-1-yl)-2-oxo-ethyl]pyrazol-4-yl]amino]-[1,2,4]triazolo[1,5-a]pyridin-8-yl]-3-morpholino-azetidin-3-yl]acetonitrile CN1CCN(CC1)C(CN1N=CC(=C1)NC1=NN2C(C(=CC=C2)N2CC(C2)(N2CCOCC2)CC#N)=N1)=O